OB(O)COC=1C(=C(C=CC1)CCC(=O)O)F 3-{3-[(dihydroxyboranyl)methoxy]-2-fluorophenyl}propanoic acid